FC=1C=C(OC2=CC=C3CCN(CC3=C2)C(CC=2C(NC(NC2)=O)=O)=O)C=CC1C(F)(F)F 5-(2-(7-(3-fluoro-4-(trifluoromethyl)phenoxy)-3,4-dihydroisoquinolin-2(1H)-yl)-2-oxoeth-yl)pyrimidine-2,4(1H,3H)-dione